5-methyl-1-[6-[5-[(6-methylpyridazin-3-yl)amino]benzimidazol-1-yl]-3-[rac-(1S)-1-hydroxyethyl]-2-pyridyl]pyrazole-3-carbonitrile CC1=CC(=NN1C1=NC(=CC=C1[C@H](C)O)N1C=NC2=C1C=CC(=C2)NC=2N=NC(=CC2)C)C#N |r|